FC(C(=O)O)(F)F.FC(C1=CC=C(C=C1)C1=CCC2(CNC2)CC1)(F)F 7-(4-(trifluoromethyl)phenyl)-2-azaspiro[3.5]non-6-ene 2,2,2-trifluoroacetate